N-(4-(azetidin-1-yl)but-2-enoyl)-N-methyl-L-alanine N1(CCC1)CC=CC(=O)N([C@@H](C)C(=O)O)C